2-[4-(4-cyclopropylphenoxy)phenyl]malonic acid dimethyl ester COC(C(C(=O)OC)C1=CC=C(C=C1)OC1=CC=C(C=C1)C1CC1)=O